C1(CCCC1)N(S(=O)(=O)C1=CC(=CC=C1)CC(C)C)CC=1C=C2CCCN(C2=CC1)CC N-cyclopentyl-N-((1-ethyl-1,2,3,4-tetrahydroquinolin-6-yl)methyl)-3-isobutylbenzenesulfonamide